1-nonyl-5-oxopyrrolidine-2-carboxylic acid C(CCCCCCCC)N1C(CCC1=O)C(=O)O